C(#C)C=1C=C(C=CC1)NC(CC1=CC=C(OC(C(=O)O)(C)C)C=C1)=O 2-(4-(2-((3-ethynylphenyl)amino)-2-oxoethyl)phenoxy)-2-methylpropanoic acid